ClC=1C=C(C=CC1)C1(NC=C(C(=N1)NC1=CC=C2CCNCC2=C1)C=1C=NN(C1)CC(C)C)N 2-(3-chlorophenyl)-5-(1-isobutyl-1H-pyrazol-4-yl)-N4-(1,2,3,4-tetrahydroisoquinolin-7-yl)pyrimidine-2,4-diamine